CN1N=NC(=C1)C=1C=C2C=C(N=CC2=CC1)NC(CN1[C@H](CCC1)C)=O (S)-N-(6-(1-methyl-1H-1,2,3-triazol-4-yl)isoquinolin-3-yl)-2-(2-methylpyrrolidin-1-yl)acetamide